The molecule is a monocarboxylic acid amide obtained by formal condensation of the carboxy group of 4,4-difluorocyclohexanecarboxylic acid and the primary amino group of (1S)-3-[(3-exo)-3-(3-isopropyl-5-methyl-4H-1,2,4-triazol-4-yl)-8-azabicyclo[3.2.1]oct-8-yl]-1-phenylpropylamine. An antiretroviral drug, it prevents the interaction of HIV-1 gp120 and chemokine receptor 5 (CCR5) necessary for CCR5-tropic HIV-1 to enter cells. It has a role as an antiviral drug, a chemokine receptor 5 antagonist and a HIV fusion inhibitor. It is an azabicycloalkane, an organofluorine compound, a member of triazoles and a monocarboxylic acid amide. CC1=NN=C(N1C2C[C@H]3CC[C@@H](C2)N3CC[C@@H](C4=CC=CC=C4)NC(=O)C5CCC(CC5)(F)F)C(C)C